C1(CC1)C1=NN(B(C2=C1C=CC=C2)O)C2=CC(=CC=C2)SC 4-Cyclopropyl-2-[m-(methylthio)phenyl]-1,2-dihydro-2,3,1-benzodiazaborinin-1-ol